FC1(C(C1)C(=O)NN)F 2,2-difluorocyclopropanecarbohydrazide